(R)-2-((3-(3,3-difluorobutyl)-2-methyl-1,1-dioxido-5-phenyl-7-(trifluoromethyl)-2,3,4,5-tetrahydrobenzo[f][1,2,5]thiadiazepin-8-yl)oxy)ethane-1-sulfonic acid FC(CC[C@H]1N(S(C2=C(N(C1)C1=CC=CC=C1)C=C(C(=C2)OCCS(=O)(=O)O)C(F)(F)F)(=O)=O)C)(C)F